5,5-dibromo-6,7-dihydro-1-benzothiophen-4-one BrC1(CCC2=C(C=CS2)C1=O)Br